C1(=CC=CC=C1)OCC(=O)NC1=C2C(N(C(C2=CC=C1)=O)[C@@H](CS(=O)(=O)C)C1=NC(=C(C=C1)OC)OCC)=O (R)-2-(phenyloxy)-N-(2-(1-(6-ethoxy-5-methoxypyridin-2-yl)-2-(methylsulfonyl)ethyl)-1,3-dioxoisoindolin-4-yl)acetamide